C(C1=CC=CC=C1)OC1=CC=C(C=C1)CC[C@H](C=C(F)F)SC=1C=C(C=CC1)C (R)-(5-(4-(benzyloxy)phenyl)-1,1-difluoropent-1-en-3-yl)(m-tolyl)sulfane